6-(5-methyl-2-piperidyl)Isoquinoline CC1CCC(NC1)C=1C=C2C=CN=CC2=CC1